3,5-bis(4-methoxyphenyl)-1-((2-(trimethylsilyl)ethoxy)methyl)-1H-pyrazolo[3,4-b]pyridine COC1=CC=C(C=C1)C1=NN(C2=NC=C(C=C21)C2=CC=C(C=C2)OC)COCC[Si](C)(C)C